ClC=1C=C(C=CC1)[C@H]([C@H](C1=CC=C(C=C1)Cl)NC(OC(C)(C)C)=O)O tert-butyl ((1S,2R)-2-(3-chlorophenyl)-1-(4-chlorophenyl)-2-hydroxyethyl)carbamate